ClC1=C(C=CC(=C1)Cl)N1C(NC=2C1=NC=CC2)=O 3-(2,4-dichlorophenyl)-1H-imidazo[4,5-b]pyridin-2(3H)-one